2-(2-aminothiazol-5-yl)-N-(4-(pyrrolidin-1-yl)phenyl)acetamide NC=1SC(=CN1)CC(=O)NC1=CC=C(C=C1)N1CCCC1